C1(=C(C=CC=C1)C=1NC=CN1)C 2-(2-tolyl)imidazole